NC=1C(=NC=NC1Cl)NC=1C(=C(C=CC1N1CCN(CC1)C)C1=CC=CC=C1)F 3'-((5-amino-6-chloropyrimidin-4-yl)amino)-2'-fluoro-4'-(4-methylpiperazin-1-yl)-[1,1'-biphenyl]